tert-butyl 6-(2-(1,5-dimethyl-1,2,3,6-tetrahydropyridin-4-yl)benzo[d]thiazol-5-yl)-3-methyl-3,4-dihydropyridine-1(2H)-carboxylate CN1CCC(=C(C1)C)C=1SC2=C(N1)C=C(C=C2)C2=CCC(CN2C(=O)OC(C)(C)C)C